C(C)C(CCCC(C)O)CC(C)CC 6,8-diethyl-2-nonanol